O1[C@H](CC1)C(=O)N1CC2(CC2)[C@@H]([C@@H]1CC=1C(=C(C=C(C1)F)C1=CC(=CC(=C1)F)F)F)NS(=O)(=O)N(C)C N-((6S,7S)-5-((R)-oxetane-2-carbonyl)-6-((2,3',5,5'-tetrafluoro-[1,1'-biphenyl]-3-yl)methyl)-5-azaspiro[2.4]heptan-7-yl)-N',N'-dimethylsulfamide